t-butyl (1S,2S,5R)-2-((S)-1-((7-chloro-8-fluoro-2-(methylthio)-4-oxo-3,4-dihydropyrido[4,3-d]pyrimidine-5-yl)oxy)propyl)-3,8-diazabicyclo[3.2.1]octane-8-carboxylate ClC1=C(C=2N=C(NC(C2C(=N1)O[C@@H](CC)[C@@H]1[C@@H]2CC[C@H](CN1)N2C(=O)OC(C)(C)C)=O)SC)F